N=1C(=CN2C1C=CC(=C2)C(=O)N)C(=O)N imidazo[1,2-a]pyridine-2,6-dicarboxamide